4-amino-N-(2-methylpropyl)-N-((5-(trifluoromethyl)-2-pyridinyl)methyl)-1,3-dihydrofuro[3,4-c][1,8]naphthyridine-8-carboxamide NC1=NC=2N=CC(=CC2C2=C1COC2)C(=O)N(CC2=NC=C(C=C2)C(F)(F)F)CC(C)C